(E)-1-(4-(2-cyanovinyl)benzyl)-1H-imidazole-4-carboxylic acid ethyl ester C(C)OC(=O)C=1N=CN(C1)CC1=CC=C(C=C1)\C=C\C#N